methyl-5-bromo-3-[(Z)-1-cyano-2-(5-cyano-2-methoxy-phenyl)vinyl]indole-1-carboxylate COC(=O)N1C=C(C2=CC(=CC=C12)Br)/C(=C/C1=C(C=CC(=C1)C#N)OC)/C#N